C(C1=CC=CC=C1)[N+]1=C(SC(=C1C)CCO)C(=O)[O-] 3-benzyl-5-(2-hydroxyethyl)-4-methylthiazolium-2-carboxylate